N-((1S,2R)-2-((4-bromo-2-(methylcarbamoyl)-6-nitrophenyl)amino)cyclohexyl)-7-fluoro-2-oxo-1,2-dihydroquinoline-4-carboxamide BrC1=CC(=C(C(=C1)[N+](=O)[O-])N[C@H]1[C@H](CCCC1)NC(=O)C1=CC(NC2=CC(=CC=C12)F)=O)C(NC)=O